BrC=1C=C(C=C(C1O)Br)C(=O)C=1N(N=C2C=NC=CC21)CC (3,5-dibromo-4-hydroxyphenyl)(2-ethyl-2H-pyrazolo[3,4-c]pyridin-3-yl)methanone